Tert-Butyl [(7S)-11-chloro-2-oxo-7-(trifluoromethyl)-7,8-dihydro-2H-[3]benzoxocino[5,6-c]pyridin-3(5H)-yl]acetate ClC=1C=CC2=C(C1)C=1C(=CN(C(C1)=O)CC(=O)OC(C)(C)C)CO[C@@H](C2)C(F)(F)F